3,5-dichloro-2-(6-((1-methylpiperidin-3-yl)amino)pyridazin-3-yl)phenol ClC=1C(=C(C=C(C1)Cl)O)C=1N=NC(=CC1)NC1CN(CCC1)C